BrC=1C=CC(=NC1)C(C(F)(F)F)NCCNC(OC(C)(C)C)=O tert-Butyl (2-((1-(5-bromopyridin-2-yl)-2,2,2-trifluoroethyl)amino)ethyl)-carbamate